F[B-](F)(F)F.N1(N=NC2=C1C=CC=C2)OC(=[N+](C)C)N(C)C 2-(1H-benzo[d][1,2,3]triazol-1-yl)-1,1,3,3-tetramethyluronium tetrafluoroborate